sodium 3-(3-(tert-butylsulfanyl)-1-(4-(6-ethoxypyridin-3-yl) benzyl)-5-((5-ethylpyridin-2-yl) methoxy)-1H-indol-2-yl)-2,2-dimethylpropionate C(C)(C)(C)SC1=C(N(C2=CC=C(C=C12)OCC1=NC=C(C=C1)CC)CC1=CC=C(C=C1)C=1C=NC(=CC1)OCC)CC(C(=O)[O-])(C)C.[Na+]